C[C@]1(C[C@H]([C@@]2(OC3=C([C@@]21O)C(=CC(=C3)O)OC)C3=CC=C(C=C3)OC)C3=CC=CC=C3)O |&1:1| methyl-(1R/S,2R/S,3S,3aR,8bS)-1,6,8b-trihydroxy-8-methoxy-3a-(4-methoxyphenyl)-3-phenyl-2,3,3a,8b-tetrahydro-1H-cyclopenta[b]benzofuran